4-oxo-3-(p-tolyl)-1,3,8-triazaspiro[4.5]dec-1-ene-8-carboxylate O=C1N(C=NC12CCN(CC2)C(=O)[O-])C2=CC=C(C=C2)C